5-[(4R,10bS)-8-[[(3S,4R)-4-methoxypyrrolidin-3-yl]amino]-4-methyl-3,4,6,10b-tetrahydro-1H-pyrazino[2,1-a]isoindol-2-yl]quinoline-8-carbonitrile CO[C@H]1[C@H](CNC1)NC=1C=C2CN3[C@@H](C2=CC1)CN(C[C@H]3C)C3=C1C=CC=NC1=C(C=C3)C#N